ONC(NO)NO tris-hydroxyaminomethane